4-aminobenzylidene-malonic acid NC1=CC=C(C=C(C(=O)O)C(=O)O)C=C1